(3-ethoxy-4-(7-oxo-6,7-dihydro-3H-[1,2,3]triazolo[4,5-d]pyrimidin-5-yl)phenyl)glycine C(C)OC=1C=C(C=CC1C=1NC(C2=C(N1)NN=N2)=O)NCC(=O)O